fluoro-8-methylnaphthalen-1-ol FC1=C(C2=C(C=CC=C2C=C1)C)O